CC1=NC(=NO1)C1=CC=C2C=CN=C(C2=C1)NC1CC(C1)C(=O)NC=1SC=2C(=NC=CC2N1)OCCC (1s,3s)-3-{[7-(5-Methyl-1,2,4-oxadiazol-3-yl)isoquinolin-1-yl]amino}-N-{4-propoxy-[1,3]thiazolo[5,4-c]pyridin-2-yl}cyclobutane-1-carboxamide